ClC1=CC=C2C(=CC(=NC2=C1Cl)OCCOCCC(=O)O)N1C=NC=C1 3-(2-((7,8-dichloro-4-(1H-imidazol-1-yl)quinolin-2-yl)oxy)ethoxy)propionic acid